tert-butyl 1-(2-(2-(((2R,7aR)-7a-(((tert-butyldiphenylsilyl)oxy)methyl)hexahydro-1H-pyrrolizin-2-yl)oxy)ethoxy)ethyl)-3-trityl-3,8-diazabicyclo[3.2.1]octane-8-carboxylate [Si](C1=CC=CC=C1)(C1=CC=CC=C1)(C(C)(C)C)OC[C@@]12CCCN2C[C@@H](C1)OCCOCCC12CN(CC(CC1)N2C(=O)OC(C)(C)C)C(C2=CC=CC=C2)(C2=CC=CC=C2)C2=CC=CC=C2